ClC1=CC=2C(C3=C(N(C2N=C1N(C)C1CC(C1)OC)CC(=O)O)C(=C(C=C3)Cl)SC)=O 2-(3,8-dichloro-2-(((1s,3s)-3-methoxycyclobutyl)(methyl)amino)-9-(methylthio)-5-oxobenzo[b][1,8]naphthyridin-10(5H)-yl)acetic acid